2-chloro-8-((4-(1-isopropyl-4-(trifluoromethyl)-1H-imidazol-2-yl)bicyclo[2.2.2]oct-1-yl)methyl)pyrido[2,3-d]pyrimidin-7(8H)-one ClC=1N=CC2=C(N1)N(C(C=C2)=O)CC21CCC(CC2)(CC1)C=1N(C=C(N1)C(F)(F)F)C(C)C